(Z)-2-(2-aminophenylmethylene)-6-hydroxybenzofuran-3(2H)-one NC1=C(C=CC=C1)\C=C\1/OC2=C(C1=O)C=CC(=C2)O